(6-(4-cyano-1-methyl-1H-pyrazol-5-yl)-2-methyl-3-oxaisoindolin-5-yl)carbamic acid tert-butyl ester C(C)(C)(C)OC(NC=1C=C2ON(CC2=CC1C1=C(C=NN1C)C#N)C)=O